NC1=C(C=C(C=C1F)C(=O)C1=CC=C2C(=CC=CN12)C1=CC2=C(N(C(=N2)C)C)C=C1C(F)(F)F)F (4-amino-3,5-difluorophenyl)(8-(1,2-dimethyl-6-(trifluoromethyl)-1H-benzo[d]imidazol-5-yl)indolizin-3-yl)methanone